CN(S(=O)(=O)C)C=1C=C(C=NC1)NC(OC(C)(C)C)=O tert-butyl (5-(N-methylmethylsulfonamido)pyridin-3-yl)carbamate